C1(CC1)C1=NOC(=C1)C=1C=NC(=C(C1)SCC)C1=NC=2C(=NC=C(C2)C(C(F)(F)F)(F)F)N1C 3-cyclopropyl-5-[5-ethylsulfanyl-6-[3-methyl-6-(1,1,2,2,2-pentafluoroethyl)imidazo[4,5-b]pyridin-2-yl]-3-pyridyl]isoxazole